C(C)(C)N(C1CCCCC1)[SiH3] N-isopropyl-cyclohexylaminosilane